C(C1=CC=CC=C1)N1C[C@H](C(CC1)=O)C (R)-1-benzyl-3-methylpiperidin-4-one